(E)-methyl 2-{2-[(4-chlorophenyl)methyloximinomethyl]phenyl}-3-methoxyacrylate ClC1=CC=C(C=C1)CC(C1=C(C=CC=C1)/C(/C(=O)OC)=C\OC)=NO